iron-manganese-silver [Ag].[Mn].[Fe]